5-(benzyloxy)-2-(4-fluoro-2-methylphenyl)-1H-indole C(C1=CC=CC=C1)OC=1C=C2C=C(NC2=CC1)C1=C(C=C(C=C1)F)C